(1R,2S,3R,5R)-3-{5-Ethylpyrrolo[2,3-d]pyrimidin-7-yl}-5-[({3-[(2-phenylethyl)amino]propyl}amino)methyl]cyclopentane-1,2-diol C(C)C1=CN(C=2N=CN=CC21)[C@H]2[C@@H]([C@@H]([C@H](C2)CNCCCNCCC2=CC=CC=C2)O)O